N-(5-(2,6-difluoro-4-(trifluoromethyl)phenyl)-2-(6-(2-hydroxypropan-2-yl)pyridin-2-yl)-1-methyl-3-oxo-2,3-dihydro-1H-pyrazol-4-yl)-4-(difluoromethoxy)benzamide FC1=C(C(=CC(=C1)C(F)(F)F)F)C1=C(C(N(N1C)C1=NC(=CC=C1)C(C)(C)O)=O)NC(C1=CC=C(C=C1)OC(F)F)=O